CN1C(N(CC(C1)=O)C1=CC=CC=C1)=O 1-Methyl-3-phenyltetrahydropyrimidine-2,5-dione